Indolizino[1,2-b]quinoline-9,12-dione C1=C2C(C=3C(=NC2=CC=C1)C1=CC=CC(N1C3)=O)=O